COC(=O)C=1C(=NC(=NC1Cl)Cl)NC1=CC=C(C=C1)N1CCN(CC1)C(=O)OC(C)(C)C 2,6-dichloro-4-{[4-(4-{[(2-methylpropan-2-yl)oxy]carbonyl}piperazin-1-yl)phenyl]amino}pyrimidine-5-carboxylic acid methyl ester